N,N'-bis-[3-(p-methoxyphenylsulfonyloxy)phenyl]urea COC1=CC=C(C=C1)S(=O)(=O)OC=1C=C(C=CC1)NC(=O)NC1=CC(=CC=C1)OS(=O)(=O)C1=CC=C(C=C1)OC